8-(dimethylamino)octyl 3,6-dichloro-2-methoxybenzoate ClC=1C(=C(C(=O)OCCCCCCCCN(C)C)C(=CC1)Cl)OC